BrC=1C=C(C=C2CCCN(C12)C1CN(CCC1)C(=O)OC(C)(C)C)Cl tert-butyl 3-(8-bromo-6-chloro-3,4-dihydroquinolin-1(2H)-yl)piperidine-1-carboxylate